(R)-1-(3,4-difluorophenyl)-2,2,2-trifluoroethan-1-amine hydrochloride Cl.FC=1C=C(C=CC1F)[C@H](C(F)(F)F)N